4-[3-[(3R,9aS)-3-[4-oxo-6-(trifluoromethyl)-1H-pyridin-3-yl]-3,4,6,7,9,9a-hexahydro-1H-pyrazino[2,1-c][1,4]oxazine-8-carbonyl]-2-chloro-5-fluorophenyl]-1H-pyrrole-2-carbonitrile O=C1C(=CNC(=C1)C(F)(F)F)[C@@H]1CN2[C@H](CO1)CN(CC2)C(=O)C=2C(=C(C=C(C2)F)C=2C=C(NC2)C#N)Cl